O1C(=NC2=C1C=CC=C2)C=2C(=NC(=NC2)N)C2=CC=NC=C2 5-(1,3-benzoxazol-2-yl)-4-(pyridine-4-yl)pyrimidine-2-amine